3-(3,4-dimethoxybenzyl)-7-fluoro-6-hydroxyl(tetrahydro-2H-pyran-4-yl)-quinazoline-2,4(1H,3H)-dione COC=1C=C(CN2C(N(C3=CC(=C(C=C3C2=O)O)F)C2CCOCC2)=O)C=CC1OC